2-[(4-fluorophenyl)methyl]-2-azaspiro[3.3]heptan-6-yl (2R,6S)-4-(5-fluoropyrimidin-2-yl)-2,6-dimethylpiperazine-1-carboxylate FC=1C=NC(=NC1)N1C[C@H](N([C@H](C1)C)C(=O)OC1CC2(CN(C2)CC2=CC=C(C=C2)F)C1)C